rac-5-(aminomethyl)-5-ethylimidazolidine-2,4-dione hydrochloride Cl.NC[C@@]1(C(NC(N1)=O)=O)CC |r|